N1CCC12CN(CC2)C2=CC=C(N=N2)C2=CC=C(C=1N=CSC12)C=1C=NNC1 7-(6-{1,6-diazaspiro[3.4]octan-6-yl}pyridazin-3-yl)-4-(1H-pyrazol-4-yl)-1,3-benzothiazole